2-(3-Chloropyridin-4-yl)-N-propylpyrido[3,4-d]pyrimidin-4-amine ClC=1C=NC=CC1C=1N=C(C2=C(N1)C=NC=C2)NCCC